(6R,8S)-N-(5-cyano-6-(difluoromethoxy)pyridin-3-yl)-2-fluoro-8-methyl-8-(1-methyl-1H-pyrazol-4-yl)-7,8-dihydro-6H-cyclopenta[e]pyrazolo[1,5-a]pyrimidine-6-carboxamide C(#N)C=1C=C(C=NC1OC(F)F)NC(=O)[C@@H]1C[C@](C2=C1C=NC=1N2N=C(C1)F)(C=1C=NN(C1)C)C